2-Chloro-N-[1-(2-cyclopropylpyridin-4-yl)-1H-indazol-4-yl]-5-([(methoxyacetyl)amino]methyl)benzamide ClC1=C(C(=O)NC2=C3C=NN(C3=CC=C2)C2=CC(=NC=C2)C2CC2)C=C(C=C1)CNC(COC)=O